C(C)(C)[C@](C(=O)O[C@@H]1[C@H](NCCC1)CCCC=1NC2=C(N1)C=CC=C2)(CCC(C=[N+]=[N-])=O)NC([C@H](C=2NC=CC2)O)=O (2r,3s)-2-(benzo[d]imidazolylpropyl)piperidin-3-ol isopropyl-(S)-6-diazo-2-((S)-2-hydroxy-2-(1H-pyrrol-2-yl)acetamido)-5-oxohexanoate